ClC1=CC=C(C=C1)C(CC(C(=O)O)C(=O)O)=O.C(C1=CC=CC=C1)(=O)C1=NC2=CC=CC=C2C=N1 2-benzoyl-quinazoline [2-(4-chlorophenyl)-2-oxoethyl]malonate